C(C(=C)C)(=O)OCC12C3(CCC(C2CCC1)C3)COC(C(=C)C)=O bis(methacryloyloxy-methyl)tricyclo-[5.2.1.02,6]decane